N,N-dimethyl-1,3-bis(trimethylsilyl)-1,3-diaza-2-silacyclohexan-2-amine CN([SiH]1N(CCCN1[Si](C)(C)C)[Si](C)(C)C)C